uranium tetra-fluoride [F-].[F-].[F-].[F-].[U+4]